CN1CCN(CC1)C=1C=CC(=NC1)NC1=NC=CC(=N1)C1=CN=C2N1C=C(C=C2)C=2C=CC=NC2 N-(5-(4-Methylpiperazin-1-yl)pyridin-2-yl)-4-(6-(pyridin-5-yl)imidazo[1,2-a]pyridin-3-yl)pyrimidin-2-amine